benzyl 4-(4-piperidylmethoxy)piperidine-1-carboxylate N1CCC(CC1)COC1CCN(CC1)C(=O)OCC1=CC=CC=C1